ClC1=C(C=CC=C1)C#N 4-chloro-3-cyanobenzene